(5R)-N-[(3S)-9-fluoro-2-oxo-5-phenyl-1,3-dihydro-1,4-benzodiazepine-3-yl]-2-[6-(3-methoxyazetidin-1-yl)pyridin-3-yl]-5-methyl-6,7-dihydro-5H-pyrazolo[5,1-b][1,3]Oxazine-3-carboxamide FC1=CC=CC=2C(=N[C@@H](C(NC21)=O)NC(=O)C=2C(=NN1C2O[C@@H](CC1)C)C=1C=NC(=CC1)N1CC(C1)OC)C1=CC=CC=C1